CC1=CC=C(C=N1)/C=C/CC(=O)NC=1C=CC(=NC1)C(=O)NC1=C(C=C(C=C1)C(F)(F)F)N 5-((E)-4-(6-methylpyridin-3-yl)but-3-enamido)-N-(2-amino-4-(trifluoromethyl)phenyl)pyridine-2-carboxamide